methyl 2-(4-(tert-butyl)benzamido)-3-(thiophen-2-yl)acrylate C(C)(C)(C)C1=CC=C(C(=O)NC(C(=O)OC)=CC=2SC=CC2)C=C1